N-((cis)-3-(3,3-difluoropyrrolidin-1-yl)cyclobutyl)-2-(1H-imidazol-1-yl)-6,7-dihydro-5H-cyclopenta[d]pyrimidine-4-carboxamide FC1(CN(CC1)[C@H]1C[C@H](C1)NC(=O)C=1C2=C(N=C(N1)N1C=NC=C1)CCC2)F